C(C)(C)(C)OC(=O)NCCCCCC(=O)NCC1=CC=C(C=C1)C=1SC=C(N1)C(=O)N[C@@H](CO[Si](C)(C)C(C)(C)C)C(=O)N[C@@H](CO)C(=O)[O-] (2-(4-((6-((tert-butoxycarbonyl)amino)hexanamido)methyl)phenyl)thiazole-4-carbonyl)-O-(tert-butyldimethylsilyl)-Z-seryl-Z-serinate